CN(C(=O)C1CCCCC1)C=1C=C2C(=NC1)N=C(N2)C2=NNC=1C[C@@]3([C@H](CC21)C3)C N-Methyl-N-(2-((4aS,5aR)-5a-methyl-1,4,4a,5,5a,6-hexahydrocyclopropa[f]indazol-3-yl)-1H-imidazo[4,5-b]pyridin-6-yl)cyclohexanecarboxamide